C(C)(C)(C)OC(=O)N1CCC(CC1)(CNC=1C=2N(C=C(N1)C1=C(C=NC=C1)F)C=C(N2)C(NC)=O)C#N 4-Cyano-4-{[6-(3-fluoro-pyridin-4-yl)-2-methylcarbamoyl-imidazo[1,2-a]pyrazin-8-ylamino]-methyl}-piperidine-1-carboxylic acid tert-butyl ester